Methyl (S,E)-3-(5-(2-chloroacetamido)-6-((oxetan-2-ylmethyl)amino)pyridin-2-yl)acrylate ClCC(=O)NC=1C=CC(=NC1NC[C@H]1OCC1)/C=C/C(=O)OC